C1(=CC=CC=C1)[C@H](C)NN1C(CCCC2=C1C=CC=C2)=O (3RS)-[[(1S)-1-phenylethyl]amino]-1,3,4,5-tetrahydro-1-benzazepin-2-one